C(CCC)N(C(=O)Cl)CCCC dibutylcarbamic chloride